4-[(4-carboxybutan-2-yl)dithio]-4-methylpentanoic acid C(=O)(O)CCC(C)SSC(CCC(=O)O)(C)C